[C@@H]12C(=C[C@@H](CC1)C2)O[Si](C)(C)C |r| rac-(((1R,4S)-bicyclo[2.2.1]hept-2-en-2-yl)oxy)trimethylsilane